COCCNC(=O)N1CCC(CC1)NC1=NC(=NC(=C1)NC1=CC2=C(C=N1)C=NN2C(C)C)N2CCCC2 N-(2-methoxyethyl)-4-{[6-{[1-(propan-2-yl)-1H-pyrazolo[4,3-c]pyridin-6-yl]amino}-2-(pyrrolidin-1-yl)pyrimidin-4-yl]amino}piperidine-1-carboxamide